α,α-dimethylethyl-ethylamine hydrochloride Cl.CC(C)(C)NCC